BrC=1C(=NC(=NC1)Cl)OCC1=CC=C(C=C1)C=1N(C=C(N1)C(F)(F)F)C 5-Bromo-2-chloro-4-[[4-[1-methyl-4-(trifluoromethyl)imidazol-2-yl]phenyl]methoxy]pyrimidine